FC(N1N=C(C=C1)C1=CC=NC(=C1)C1=CC=C(C=C1)F)F 4-(1-(difluoromethyl)-1H-pyrazol-3-yl)-6-(4-fluorophenyl)pyridin